N2-(4-methoxybenzyl)-N7-methylquinoline-2,7-diamine COC1=CC=C(CNC2=NC3=CC(=CC=C3C=C2)NC)C=C1